COC(CNCC=1C(=NC2=C(N=CC=C2C1)Cl)C)=O ((methyl-8-chloro-1,7-naphthyridin-3-yl)methyl)glycine methyl ester